acrylonitrile N,N-diethyldithiocarbamate C(C)N(C(S)=S)CC.C(C=C)#N